3-bromo-5-(3-chloro-4-fluorophenoxy)-1-(oxetan-3-yl)-1,2,4-triazole BrC1=NN(C(=N1)OC1=CC(=C(C=C1)F)Cl)C1COC1